ClC1(CC1)[C@@](CN1N=CN=C1)(CC[C@H]1C(C1)(Cl)Cl)O (2S)-2-(1-chloro-cyclopropyl)-4-[(1R)-2,2-dichloro-cyclopropyl]-1-(1H-1,2,4-triazol-1-yl)butan-2-ol